C1N(CCC2=CC=CC=C12)[C@@H]1[C@H](CN(CC1)C(=O)C1=CC=C2C(CC(NC2=C1)=O)(C)C)O 7-((3S,4S)-4-(3,4-dihydroisoquinolin-2(1H)-yl)-3-hydroxypiperidine-1-carbonyl)-4,4-dimethyl-3,4-dihydroquinolin-2(1H)-one